2-(4-cyclopropyl-2,6-dimethylphenyl)-6-(2-hydroxyethyl)-2,5-dihydro-4H-pyrazolo[3,4-d]pyrimidin-4-one C1(CC1)C1=CC(=C(C(=C1)C)N1N=C2N=C(NC(C2=C1)=O)CCO)C